C[C@H]1CC[C@@H](N(C1)C(=O)OC(C)(C)C)C1=CC(=CC=C1)OC[C@H]1N(CCC1)C |&1:22| tert-butyl (2R,5S)-5-methyl-2-[3-[[rac-(2S)-1-methylpyrrolidin-2-yl]methoxy]phenyl]piperidine-1-carboxylate